FC(C)(C)C=1C=C(C=NC1)NC(=O)C1=CC=C2C(CN(CC2=C1)C1CC(N(CC1)C)=O)C N-[5-(1-fluoro-1-methyl-ethyl)-3-pyridyl]-4-methyl-2-(1-methyl-2-oxo-4-piperidyl)-3,4-dihydro-1H-isoquinoline-7-carboxamide